BrC=1C(=NC(=CC1)OC)CC(C)O 1-(3-bromo-6-methoxypyridin-2-yl)propan-2-ol